C1(CCCCC1)C1=CC=C(C=C1)C=1NC=2N(C(C1)=O)N=CC2C(=O)N2[C@H]([C@H](C2)CF)C 5-(4-cyclohexylphenyl)-3-[cis-3-(fluoromethyl)-2-methyl-azetidine-1-carbonyl]-4H-pyrazolo[1,5-a]Pyrimidin-7-one